C1(CC1)C#C[C@@]1(NC(NC2=CC(=C(C=C12)F)CN1C(=NC=C1)C(=O)N)=O)C(F)(F)F (S)-1-((4-(cyclopropylethynyl)-6-fluoro-2-oxo-4-(trifluoromethyl)-1,2,3,4-tetrahydroquinazolin-7-yl)methyl)-1H-imidazole-2-carboxamide